2-(2,6-dimethylpiperidin-1-carboxamido)-9-(5,6,7,8-tetrahydro-1,8-naphthyridin-2-yl)nonanoic acid CC1N(C(CCC1)C)C(=O)NC(C(=O)O)CCCCCCCC1=NC=2NCCCC2C=C1